2-(3-fluoro-6-(trimethylstannyl)pyridin-2-yl)propan-2-ol FC=1C(=NC(=CC1)[Sn](C)(C)C)C(C)(C)O